C(CCCCCCCCCC#C\C=C/CC)CC(=O)[O-] (Z)-hexadec-13-en-11-yne-1-ylacetate